Tetrahydro-2,2-dimethyl-4H-pyran-4-one CC1(OCCC(C1)=O)C